N1=C(N=CC=C1)C1=CC=C(C=C1)CCN 2-(4-(pyrimidin-2-yl)phenyl)ethylamine